ONP(O)(O)=O hydroxyaminophosphonic acid